CN(C=1N=CC2=C(N1)N1C(C(=C2)C=2C=C(C=CC2C)NC(C2=NC=CC(=C2)C(F)(F)F)=O)=NCC1)C N-(3-(2-(dimethylamino)-8,9-dihydroimidazo[1',2':1,6]pyrido[2,3-d]pyrimidin-6-yl)-4-methylphenyl)-4-(trifluoromethyl)picolinamide